C(C)O[Si](CCCN(CCOCCOCCOCCOCCOCCOCCCC)CCC[Si](OCC)(OCC)OCC)(OCC)OCC N,N-bis(3-(triethoxysilyl)propyl)-3,6,9,12,15,18-hexaoxadocosan-1-amine